(E)-(3R,3aS,6R,7R,8aS)-3,6,8,8-tetramethyloctahydro-1H-3a,7-methanoazulen-6-yl-3-(4-(pivaloyloxy)phenyl)acrylate C[C@@H]1CC[C@H]2C([C@@H]3[C@](CC[C@]12C3)(C)OC(\C=C\C3=CC=C(C=C3)OC(C(C)(C)C)=O)=O)(C)C